C(C)(C)(C)OC(=O)N1C[C@@H](OCC1)CC1=C(N=C2N1C=CC(=C2)C)C=2C=NC(=CC2C)Br (S)-2-((2-(6-bromo-4-methylpyridin-3-yl)-7-methylimidazo[1,2-a]pyridin-3-yl)methyl)morpholine-4-carboxylic acid tert-butyl ester